(2S,4R)-1-[(2S)-2-(4-cyclopropyltriazol-1-yl)-3,3-dimethyl-butanoyl]-4-hydroxy-N-[(1R)-1-methyl-2-(1-methyltriazol-4-yl)ethyl]pyrrolidine-2-carboxamide C1(CC1)C=1N=NN(C1)[C@H](C(=O)N1[C@@H](C[C@H](C1)O)C(=O)N[C@@H](CC=1N=NN(C1)C)C)C(C)(C)C